tert-butyl N-{[1-(2H-1,3-benzodioxole-4-sulfonyl)-5-(2-fluorophenyl)-1H-pyrrol-3-yl]methyl}-N-methylcarbamate O1COC2=C1C=CC=C2S(=O)(=O)N2C=C(C=C2C2=C(C=CC=C2)F)CN(C(OC(C)(C)C)=O)C